C[C@@H]1NC2=CC=C3C(=C2CC1)N=C(N3)CCC3=NC=CC=C3 (7S)-7-Methyl-2-[2-(pyridin-2-yl)ethyl]-3H,6H,7H,8H,9H-imidazo[4,5-f]chinolin